4-[1-[1-(6-fluoropyridin-3-yl)ethyl]-1H-pyrazol-4-yl]-6-[2-(methoxymethoxy)phenyl]pyridazin-3-amine FC1=CC=C(C=N1)C(C)N1N=CC(=C1)C1=C(N=NC(=C1)C1=C(C=CC=C1)OCOC)N